N1C=CC2=C1C(=CC=B2)N [1,4]Benzazaborole-7-amine